2-nitroimidazolate [N+](=O)([O-])C=1[N-]C=CN1